Cl.C(C)OC(CCC(=O)C1=CC2=C(S1)C=C(C(=C2F)OCCCOC=2C(=C1CN(CC1=CC2OC)C(CCC(=O)O[C@H](CN)C)=O)F)OC)=O (S)-1-aminopropan-2-yl 4-(5-(3-((2-(4-ethoxy-4-oxobutanoyl)-4-fluoro-6-methoxybenzo[b]thiophen-5-yl) oxy) propoxy)-4-fluoro-6-methoxyisoindolin-2-yl)-4-oxobutanoate hydrochloride